N-ethyl-2-(1H-imidazol-1-yl)ethan-1-amine C(C)NCCN1C=NC=C1